tert-butyl {2-[1-(prop-2-en-1-yl)cyclobutyl]ethyl}carbamate C(C=C)C1(CCC1)CCNC(OC(C)(C)C)=O